1-(2-((4-Bromophenoxy)methyl)morpholino)ethan-1-one BrC1=CC=C(OCC2OCCN(C2)C(C)=O)C=C1